CCC(=O)NN methylacetohydrazide